Methyl 2-(7-(1-(tert-butoxycarbonyl)piperidin-4-yl)-1-(cyclopropylmethyl)-1H-indol-2-yl)-4-methoxy-3-methylpyrazolo[1,5-a]pyridine-6-carboxylate C(C)(C)(C)OC(=O)N1CCC(CC1)C=1C=CC=C2C=C(N(C12)CC1CC1)C1=NN2C(C(=CC(=C2)C(=O)OC)OC)=C1C